COC(C1=NC=CC(=C1)C=1OC2=C(N1)C=C(C(=C2)F)NC(C)=O)=O 4-(5-Acetylamino-6-fluorobenzo[d]oxazol-2-yl)picolinic acid methyl ester